C(C)C1C(CC2=C(C=C(C=C12)OCC(C)(NC(=O)OC(C)(C)C)C)C#N)C(=O)O.C(C=CC=CC=CC=CC=CCCCCCCCCC)(=O)N[C@@H](C)C(=O)O N-eicosapentaenoyl-alanine ethyl-4-cyano-6-[2-methyl-2-[(2-methylpropan-2-yl)oxycarbonylamino]propoxy]-2,3-dihydro-1H-indene-2-carboxylate